C([O-])([O-])=S Thiocarbonat